CN1C2=CC(=CC=C2C=2CCC3=C(C12)C=CC=C3)O 11-methyl-6,11-dihydro-5H-benzo[a]carbazol-9-ol